Cl.FC1=C(C(=O)NCC2CCC(CC2)N2N=C3C=C(C=CC3=C2)N2CCN(CC2)CCCCC2CCNCC2)C=C(C(=C1F)O)F 2,3,5-trifluoro-4-hydroxy-N-{[(1r,4r)-4-(6-{4-[4-(piperidin-4-yl)butyl]piperazin-1-yl}-2H-indazol-2-yl)cyclohexyl]methyl}benzamide, hydrochloride salt